OC(COC1=NC=C(C=N1)C1=CC2=C(N=CC(=C2C#N)C2=C(C(=CC=C2C)O)C)N1)CO (5R)-2-(2-(2,3-dihydroxypropoxy)pyrimidin-5-yl)-5-(3-hydroxy-2,6-dimethylphenyl)-1H-pyrrolo[2,3-b]pyridine-4-carbonitrile